(R)-1-(2-(1-aminoethyl)-6-cyclopropylimidazo[1,2-a]pyridin-8-yl)-3,5,5-trimethylimidazolidine-2,4-dione N[C@H](C)C=1N=C2N(C=C(C=C2N2C(N(C(C2(C)C)=O)C)=O)C2CC2)C1